ClC=1C=C(C=C(C1CC1=CC(=C(C=C1)O)C(C)C)Cl)SCC(=O)NC=1N=NC(=CC1)OC 2-((3,5-dichloro-4-(4-hydroxy-3-isopropylbenzyl)phenyl)thio)-N-(6-methoxypyridazin-3-yl)acetamide